C(C)(=O)C=1C(OC2=C(C1)C=CC=C2)=O 3-Acetyl-2H-benzopyran-2-one